FC=1C(=C(C=CC1F)[C@H]1[C@H](O[C@@]([C@H]1C)(C(F)(F)F)C)C(=O)NC1=CC(=NC=C1)C(=O)N)OC(C)C (2S,3S,4S,5S)-4-[[3-(3,4-Difluoro-2-isopropoxy-phenyl)-4,5-dimethyl-5-(trifluoromethyl)tetrahydrofuran-2-carbonyl]amino]pyridin-2-carboxamid